tert-Butyl (4-(5-chloro-1-(((5-ethyl-1,3,4-oxadiazol-2-yl)methyl)amino)-3-(ethylsulfonyl)-7,9-dihydrofuro[3,4-f]quinazolin-6-yl)-3-cyano-7-fluorobenzo[b]thiophen-2-yl)carbamate ClC1=C(C2=C(C=3C(=NC(=NC13)S(=O)(=O)CC)NCC=1OC(=NN1)CC)COC2)C2=CC=C(C=1SC(=C(C12)C#N)NC(OC(C)(C)C)=O)F